FC=1C=C2C(=NNC2=CC1F)C=1N=C2CCCN(C2=CC1)C(=O)NC 6-(5,6-difluoro-1H-indazol-3-yl)-N-methyl-3,4-dihydro-2H-1,5-naphthyridine-1-carboxamide